BrCCCC=1C=C2CN(C(C2=CC1)=O)N1C(NC(CC1)=O)=O 1-(5-(3-bromopropyl)-1-oxoisoindolin-2-yl)dihydropyrimidine-2,4(1H,3H)-dione